CN(C1=CC=C(C=C1)C=1OC2=C(N1)C=C(C=C2)S(=O)(=O)O)C 2-(p-dimethylaminophenyl)-5-benzoxazolesulfonic acid